4-(2-fluorophenyl)-1-(3-(pyridin-4-yl)-1-((2-(trimethylsilyl)ethoxy)methyl)-1H-pyrazol-5-yl)piperidin-2-one FC1=C(C=CC=C1)C1CC(N(CC1)C1=CC(=NN1COCC[Si](C)(C)C)C1=CC=NC=C1)=O